(R or S)-methyl 2-chloro-4-(4-(1-(3,3,3-trifluoro-2-hydroxy-2-phenylpropanoyl)piperidin-4-yl)butoxy)benzoate ClC1=C(C(=O)OC)C=CC(=C1)OCCCCC1CCN(CC1)C([C@@](C(F)(F)F)(C1=CC=CC=C1)O)=O |o1:23|